NC1=C(C=2C(=NC(=C3C2OC(=C3)C)C)N1C1=C(C(=CC=C1C)O)C)C(=O)N (R)-7-amino-6-(3-hydroxy-2,6-dimethylphenyl)-2,4-dimethylfuro[2,3-d]pyrrolo[2,3-b]pyridine-8-carboxamide